NC1=CC(=NN1CC1=CC=C(C=C1)OC)C1=NC2=C(N1C(=O)OC(C)(C)C)C=CC=C2 tert-butyl 2-(5-amino-1-[(4-methoxyphenyl)methyl]pyrazol-3-yl)benzimidazole-1-carboxylate